The molecule is the conjugate base of propionic acid; a key precursor in lipid biosynthesis. It has a role as a human metabolite. It is a conjugate base of a propionic acid. CCC(=O)[O-]